2,2,5-trimethyl-1,3-dioxane-5-methanol CC1(OCC(CO1)(CO)C)C